1-(2-(4-(4-cyclopropyl-2-fluorophenyl)-1H-imidazol-2-yl)piperidin-1-yl)-2-(methylthio)propan-1-one C1(CC1)C1=CC(=C(C=C1)C=1N=C(NC1)C1N(CCCC1)C(C(C)SC)=O)F